1-({3,4-difluoro-2-[(2-fluoro-4-iodophenyl)amino]Phenyl}carbonyl)-3-{[(3,3-dimethylbutyl)amino]Methyl}azetidin-3-ol FC=1C(=C(C=CC1F)C(=O)N1CC(C1)(O)CNCCC(C)(C)C)NC1=C(C=C(C=C1)I)F